(3-((6-amino-8-bromo-2-fluoro-9H-purine-9-yl)methyl)-5-fluorobenzyl)(5-(hydroxymethyl)pyridin-3-yl)carbamic acid tert-butyl ester C(C)(C)(C)OC(N(C=1C=NC=C(C1)CO)CC1=CC(=CC(=C1)F)CN1C2=NC(=NC(=C2N=C1Br)N)F)=O